3-(2-chloro-6-fluorophenyl)-5-methyl-2,7-dihydro-1H-2a,4,6,7,9,9a-hexaazadicyclopenta[cd,f]azulene ClC1=C(C(=CC=C1)F)C1=NC2=C(N=C3N(C4=C2N1CC4)N=CN3)C